ethyl 5-methyl-2,4-dioxohexanoate CC(C(CC(C(=O)OCC)=O)=O)C